COC(=O)[C@@H]1C([C@H]1C1=CC(=CC(=C1)C(F)(F)F)C(F)(F)F)(Cl)Cl.COC1=NC(=CC=C1)C.[Br] |r| bromine 2-methoxy-6-methyl-pyridine trans-rac-methyl-3-(3,5-bis(trifluoromethyl)phenyl)-2,2-dichlorocyclopropane-1-carboxylate